C(C)(C)C1=C(C=CC=C1)C=1N=CC2=C(N1)N(C(O2)=O)CC2=CC=C(C=C2)C=2N(C=C(N2)C(F)(F)F)C 5-(2-isopropylphenyl)-3-(4-(1-methyl-4-(trifluoromethyl)-1H-imidazol-2-yl)benzyl)oxazolo[4,5-d]pyrimidin-2(3H)-one